(2R)-oxirane-2-ylcarbinol O1[C@@H](C1)CO